C(C=C)/C(/C(=O)[O-])=C/C(=O)[O-] allylmaleat